CC(=O)N[C@@H]1[C@H]([C@@H]([C@H](O[C@H]1O)CO)O[C@H]2[C@@H]([C@H]([C@@H]([C@H](O2)CO)O[C@H]3[C@H]([C@H]([C@@H]([C@H](O3)CO[C@@H]4[C@H]([C@H]([C@@H]([C@H](O4)CO)O)O)O[C@H]5[C@@H]([C@H]([C@@H]([C@H](O5)CO)O[C@H]6[C@@H]([C@H]([C@H]([C@H](O6)CO)O)O)O)O)NC(=O)C)O)O[C@@H]7[C@H]([C@H]([C@@H]([C@H](O7)CO)O)O)O)O)O)NC(=O)C)O The molecule is a branched amino heptasaccharide consisting of a sequence of beta-D-galactose, N-acetyl-beta-D-glucosamine, alpha-D-mannose, beta-D-mannose and two N-acetyl-beta-D-glucosamine residues linked (1->4), (1->2), (1->6), (1->4) and (1->4), with an alpha-D-mannose linked (1->3) to the beta-D-mannose residue. It has a role as an epitope. It is an amino heptasaccharide and a glucosamine oligosaccharide.